2,2-difluoro-1-[5-fluoro-4-(2,2,2-trifluoroethoxy)-2-pyridyl]ethanol FC(C(O)C1=NC=C(C(=C1)OCC(F)(F)F)F)F